(R)-γ-thionovalerolactone C1(CC[C@@H](C)O1)=S